(R)-6-Methoxy-2-methyl-N-(1-(4-(2-((methylamino)methyl)phenyl)thiophen-2-yl)ethyl)-7-((7-(4-(trifluoromethyl)piperidin-1-yl)heptyl)oxy)quinazolin-4-amine COC=1C=C2C(=NC(=NC2=CC1OCCCCCCCN1CCC(CC1)C(F)(F)F)C)N[C@H](C)C=1SC=C(C1)C1=C(C=CC=C1)CNC